4-chloro-9-(1-(2-hydroxyethyl)piperidin-4-yl)-7,7-dimethylindolo[1,2-a]quinazolin-5(7H)-one ClC=1C=2C(N=C3N(C2C=CC1)C1=CC=C(C=C1C3(C)C)C3CCN(CC3)CCO)=O